ethyl (2-cyano-2-(2-(3,5-dichloro-4-((6-chloro-5-((6-methoxypyridazin-3-yl)methyl)pyridazin-3-yl)oxy)phenyl)hydrazineylidene)acetyl)carbamate C(#N)C(C(=O)NC(OCC)=O)=NNC1=CC(=C(C(=C1)Cl)OC=1N=NC(=C(C1)CC=1N=NC(=CC1)OC)Cl)Cl